2-(6-{[4-(2-amino-8-methylquinolin-4-yl)-1H-1,2,3-triazol-1-yl]methyl}pyridin-2-yl)propan-2-ol NC1=NC2=C(C=CC=C2C(=C1)C=1N=NN(C1)CC1=CC=CC(=N1)C(C)(C)O)C